N1=CC(=CC=C1)CC=O 3-pyridineacetaldehyde